rac-(2R,3R)-2-(4-(2-(tert-butyl)phenyl)piperidine-1-carbonyl)-3-hydroxypyrrolidine-1-carboxylic acid tert-butyl ester C(C)(C)(C)OC(=O)N1[C@H]([C@@H](CC1)O)C(=O)N1CCC(CC1)C1=C(C=CC=C1)C(C)(C)C |r|